OC1=C(C(=O)[O-])C=CC=C1O 2,3-dihydroxy-benzoate